methyl-(2-propynyl)phosphinic acid CP(O)(=O)CC#C